N(=[N+]=[N-])CC1=CC=C(C[C@H](N)C(=O)O)C=C1 4-azidomethylphenylalanine